FC=1C=CC(=NC1)NC(=O)[C@H]1N(CC[C@@H]1O)C(=O)[O-] (2S,3S)-2-((5-fluoropyridin-2-yl)carbamoyl)-3-hydroxypyrrolidine-1-carboxylate